ethyl [(thioxomethylidene)amino]methanoate S=C=NC(=O)OCC